tert-Butyl (1-phenylpiperidin-4-yl)carbamate C1(=CC=CC=C1)N1CCC(CC1)NC(OC(C)(C)C)=O